CC=1OC(=CN1)B1OC(C(O1)(C)C)(C)C methyl-5-(4,4,5,5-tetramethyl-1,3,2-dioxaborolan-2-yl)oxazole